The molecule is a member of the class of polyphenols consisting of a methylcyclohexene ring attached to a 2,4-dihydroxyphenyl, 2,4-dihydroxybenzoyl and dihydroflavonol moieties at positions 5'', 4'' and 3'' respectively. Regarded biogenetically as a Diels-Alder adduct, it is isolated from the stem barks of Morus macroura and exhibits antioxidant activity. It has a role as an antioxidant and a plant metabolite. It is a member of dihydroflavonols, a polyphenol, an aromatic ketone and a secondary alpha-hydroxy ketone. CC1=C[C@H]([C@@H]([C@H](C1)C2=C(C=C(C=C2)O)O)C(=O)C3=C(C=C(C=C3)O)O)C4=C(C=CC(=C4O)[C@@H]5[C@H](C(=O)C6=C(O5)C=C(C=C6)O)O)O